FS(F)(=O)=O difluorosulfur dioxide